3,5,5-trimethyl-hexyl n-pentyl ether C(CCCC)OCCC(CC(C)(C)C)C